[Si](OCCC[Si](OCC)(OCC)OCC)(OCCC[Si](OCC)(OCC)OCC)([O-])[O-] bis-[3-(triethoxysilyl) propyl] silicate